3-(2-(((S)-1-((3R,5'S)-5'-cyano-2-oxospiro[indol-3,3'-pyrrolidin]-1'-yl)-3-cyclopropyl-1-oxopropan-2-yl)amino)ethyl)-1H-pyrrole-2-carboxylic acid C(#N)[C@@H]1C[C@@]2(CN1C([C@H](CC1CC1)NCCC1=C(NC=C1)C(=O)O)=O)C(NC1=CC=CC=C12)=O